6-methoxy-3-(2-(pyridin-4-yl)ethyl)quinazolin-4(3H)-one COC=1C=C2C(N(C=NC2=CC1)CCC1=CC=NC=C1)=O